ClC=1C=C(C=2N(N1)C=CN2)N2CC(C(C2)(F)F)O 1-(6-chloroimidazo[1,2-b]pyridazin-8-yl)-4,4-difluoropyrrolidin-3-ol